Cl.C[C@H]1CNCCO1 (2S)-2-Methylmorpholine hydrochloride